(R)-(1-(4-morpholino-6-((5-(5-phenyl-1,3,4-oxadiazol-2-yl)thiazol-2-yl)amino)pyrimidin-2-yl)pyrrolidin-3-yl)methanol O1CCN(CC1)C1=NC(=NC(=C1)NC=1SC(=CN1)C=1OC(=NN1)C1=CC=CC=C1)N1C[C@@H](CC1)CO